FC=1C=CC(=C(C(=O)N(C(C)C)C(C)C)C1)N1C=C(C=2C1=CN=CC2)C(=O)[C@@H]2CNCC2 (S)-5-Fluoro-N,N-diisopropyl-2-(3-(pyrrolidine-3-carbonyl)-1H-pyrrolo[2,3-c]pyridin-1-yl)benzamide